OC(C(C)NC(O[C@@H]1CC[C@H](CC1)C(N(C[C@@H]1CC[C@H](CC1)C1=NC(=C(C=C1)OC)C)C1=NC=CC(=C1)C=1N=C(OC1)C1CC1)=O)=O)C trans-4-((4-(2-Cyclopropyloxazol-4-yl)pyridin-2-yl)((trans-4-(5-methoxy-6-methylpyridin-2-yl)cyclohexyl)methyl)carbamoyl)cyclohexyl (3-hydroxybutan-2-yl)carbamate